N1CCC12CC(C2)OC2=CC(=C1C(=N2)C(=CS1)C(=O)NC)C(F)(F)F 5-((1-azaspiro[3.3]hept-6-yl)oxy)-N-methyl-7-(trifluoromethyl)thieno[3,2-b]pyridine-3-carboxamide